FC(C=1C=NC=C(C1)N1C[C@H](CCC1)CN1C[C@@H](C([C@@H](C1)OCC1=CC=CC=C1)OCC1=CC=CC=C1)OCC1=CC=CC=C1)(F)F 3-(trifluoromethyl)-5-((R)-3-(((3S,4R,5R)-3,4,5-tris(benzyloxy)piperidin-1-yl)methyl)piperidin-1-yl)pyridine